C(\C=C\C1=CC=CC=C1)OC(CCC1=C(C=CC=C1)CCCCCC(=O)OCC(C)C)C (E)-(3-(cinnamyloxy)butyl)benzeneHexanoic acid, 2-methylpropyl ester